(1S,3R,4S)-2-((3-chlorophenyl)-D-leucyl)-N-((S)-1-cyano-2-((R)-2-oxopiperidin-3-yl)ethyl)-5,5-difluoro-2-azabicyclo[2.2.2]octane-3-carboxamide ClC=1C=C(C=CC1)N[C@H](CC(C)C)C(=O)N1[C@@H]2CC([C@H]([C@@H]1C(=O)N[C@@H](C[C@@H]1C(NCCC1)=O)C#N)CC2)(F)F